ONC(=O)C1=CC=2C(=NOC2C2=CC=CC=C2)C=C1 N-hydroxy-3-phenylbenzo[c]isoxazole-5-carboxamide